6-methyl-5-((1-methyl-8-(1-methyl-1H-pyrazol-5-yl)-1H-pyrazolo[3,4-d]pyrrolo[1,2-b]pyridazin-3-yl)amino)-N-(2-morpholinoethyl)nicotinamide CC1=NC=C(C(=O)NCCN2CCOCC2)C=C1NC1=NN(C=2C=3N(N=CC21)C=C(C3)C3=CC=NN3C)C